2-[2-[2-[2-[2,3-bis[8-oxo-8-(3-pentyloctoxy)octoxy] propoxy]ethoxy]ethoxy]ethoxy]ethyl 1-methylpiperidine-4-carboxylate CN1CCC(CC1)C(=O)OCCOCCOCCOCCOCC(COCCCCCCCC(=O)OCCC(CCCCC)CCCCC)OCCCCCCCC(OCCC(CCCCC)CCCCC)=O